5-[(2-chloro-5-fluorophenyl)carbonyl]-1-(2,2-difluoroethyl)-6-{[(4-methoxyphenyl)methyl]amino}indazole-4-carbonitrile ClC1=C(C=C(C=C1)F)C(=O)C1=C(C=2C=NN(C2C=C1NCC1=CC=C(C=C1)OC)CC(F)F)C#N